ClC=1C(=C(C=C(C1)CC)N1CCN(CC1)CC[C@@H]1CC[C@H](CC1)NC(N(C)C)=O)OC 3-(trans-4-(2-(4-(3-Chloro-5-ethyl-2-methoxyphenyl)piperazin-1-yl)ethyl)cyclohexyl)-1,1-dimethyl-urea